O=C1N(C(C2=CC=CC=C12)=O)C[C@H](CC1=CC(=CC=C1)F)NC(=O)C1=CC2=C(CCC=3C=NC(=NC23)NC)S1 (S)-N-(1-(1,3-dioxoisoindol-2-yl)-3-(3-fluorophenyl)propan-2-yl)-2-(methylamino)-5,6-dihydrothieno[2,3-h]quinazoline-8-carboxamide